(R)-6-((3-chloro-5-cyanopyridin-2-yl)amino)-N-(2-fluoro-3-hydroxy-3-methylbutyl)-4-(isopropylamino)pyrrolo[1,2-b]pyridazine-3-carboxamide ClC=1C(=NC=C(C1)C#N)NC=1C=C2N(N=CC(=C2NC(C)C)C(=O)NC[C@H](C(C)(C)O)F)C1